dichloromethyl-ethane ClC(Cl)CC